N1=NC=C(C=C1)N1N=C(C=C1)C(=O)O 1-(pyridazine-4-yl)-1H-pyrazol-3-carboxylic acid